(1r,3r)-3-(cyanoamino)-N-(5-cyclohexyl-4-cyclopropyl-1,3-thiazol-2-yl)cyclobutane-1-carboxamide C(#N)NC1CC(C1)C(=O)NC=1SC(=C(N1)C1CC1)C1CCCCC1